cyclopropyl-5-(1-methylcyclopropyl)pyrazole-3-carboxylic acid C1(CC1)C=1C(=NNC1C1(CC1)C)C(=O)O